FC1(CCC(CC1)C1(NC=CC=C1F)C1=C(C=NC=C1)NC(=O)C1CCC(CC1)OC)F (anti)-N-(2-(4,4-difluorocyclohexyl)-3-fluoro-[2,4'-bipyridin]-3'-yl)-4-methoxycyclohexane-1-carboxamide